(E)-2-cyano-N-(3,4-difluorobenzyl)-3-(1H-pyrrolo[2,3-b]pyridin-3-yl)acrylamide C(#N)/C(/C(=O)NCC1=CC(=C(C=C1)F)F)=C\C1=CNC2=NC=CC=C21